4-((4-((2-methoxy-3-(1-methyl-1H-1,2,4-triazol-3-yl)phenyl)amino)-5-propionylpyridin-2-yl)amino)-1-((3-methyloxetan-3-yl)methyl)pyrimidin-2(1H)-one COC1=C(C=CC=C1C1=NN(C=N1)C)NC1=CC(=NC=C1C(CC)=O)NC1=NC(N(C=C1)CC1(COC1)C)=O